COC1=C(C(=NC=C1C)CNC1=NC2=C(N1CCCOC)C=CC(=C2)C(=O)O)C 2-(((4-methoxy-3,5-dimethylpyridin-2-yl)methyl)amino)-1-(3-methoxypropyl)-1H-benzo[d]imidazole-5-carboxylic acid